O1COC2=C1C=CC(=C2)C2=[O+]C1=CC(=CC(=C1C=C2O)O)O 2-(benzo[d][1,3]dioxol-5-yl)-3,5,7-trihydroxychromenylium